C(C)C(CC)(C(CCCC)CC)O 3,4-diethyl-octan-3-ol